4,4'-dichloro-2,2'-biphenyldicarboxylic acid ClC=1C=C(C(=CC1)C=1C(=CC(=CC1)Cl)C(=O)O)C(=O)O